C(C)C1=CC=C(CN2C=3N(C4=C(C2=O)CN(CC4)CC4=CC(=CC(=C4)Cl)Cl)CCCN3)C=C1 6-(4-ethylbenzyl)-3-(3,5-dichlorobenzyl)-1,2,3,4,6,8,9,10-octahydro-5H-pyrido[3,4-e]pyrimido[1,2-a]pyrimidin-5-one